ClC=1C(C2=CC=C(C=C2C(C1)=O)C)=O 2-chloro-6-methyl-1,4-naphthoquinone